(R,E)-4,4-dimethyl-N-(3-(methylsulfonyl)allyl)-2-phenylpiperidine-1-carboxamide CC1(C[C@@H](N(CC1)C(=O)NC\C=C\S(=O)(=O)C)C1=CC=CC=C1)C